C(C1=CC=CC=C1)OCC(=O)N(C=1SC(=C(N1)C(=O)NC1C(CC1)(C)C)C)C1=CC(=NC(=C1)F)F 2-[(2-benzyloxyacetyl)-(2,6-difluoro-4-pyridyl)amino]-N-(2,2-dimethylcyclobutyl)-5-methyl-thiazole-4-carboxamide